2-chloro-6-(3-(1-(2,6-difluorobenzoyl)piperidin-4-yl)propoxy)-N,N-dimethylnicotinamide ClC1=C(C(=O)N(C)C)C=CC(=N1)OCCCC1CCN(CC1)C(C1=C(C=CC=C1F)F)=O